ClC1=CC=C(C=C1)CC(=O)NC[C@H]([C@@H](O)[C@H]1[C@@H]([C@H](C[C@@](O1)(C(=O)O)OCCCCCCCCC#C)O)NC(CO)=O)O (2R,4S,5R,6R)-6-((1R,2R)-3-(2-(4-chlorophenyl)acetamido)-1,2-dihydroxypropyl)-2-(dec-9-yn-1-yloxy)-4-hydroxy-5-(2-hydroxyacetamido)tetrahydro-2H-pyran-2-carboxylic acid